N-Methyl-3-((6-(3-methylisoxazol-4-yl)-1-oxo-2,7-naphthyridin-2(1H)-yl)methyl)benzamide CNC(C1=CC(=CC=C1)CN1C(C2=CN=C(C=C2C=C1)C=1C(=NOC1)C)=O)=O